2-{7-[(3R,5R)-5-fluoro-1-methylpiperidin-3-yl]-6,7-dihydro-5H-pyrrolo[2,3-c]pyridazin-3-yl}-3-methyl-5-(trifluoromethyl)phenol F[C@@H]1C[C@H](CN(C1)C)N1CCC2=C1N=NC(=C2)C2=C(C=C(C=C2C)C(F)(F)F)O